5-(N-(2-chlorobenzyl)-N-(2-(4-pivaloylpiperazin-1-yl)benzyl)sulfamoyl)-3-methylbenzofuran-2-carboxylic acid ethyl ester C(C)OC(=O)C=1OC2=C(C1C)C=C(C=C2)S(N(CC2=C(C=CC=C2)N2CCN(CC2)C(C(C)(C)C)=O)CC2=C(C=CC=C2)Cl)(=O)=O